CN(C1(CCC2(CN(C(N2CC2(CCCC2)O)=O)CC2=CC=C(C=C2)OC)CC1)C1=CC=CC=C1)C cis-8-dimethylamino-1-[(1-hydroxy-cyclopentyl)-methyl]-3-[(4-methoxyphenyl)-methyl]-8-phenyl-1,3-diazaspiro[4.5]decan-2-one